3,4-diisopropoxycyclobut-3-ene-1,2-dione C(C)(C)OC=1C(C(C1OC(C)C)=O)=O